di(2-butoxyethoxyethyl) glutarate C(CCCC(=O)OCCOCCOCCCC)(=O)OCCOCCOCCCC